butanedioic acid succinate C(CCC(=O)O)(=O)O.C(CCC(=O)O)(=O)O